CC=1N(C(=CC1)C)C=1SC2=C(C=NC(=C2)N2CCC(CC2)NS(=O)(=O)C)N1 N-(1-(2-(2,5-dimethyl-1H-pyrrol-1-yl)thiazolo[4,5-c]pyridin-6-yl)piperidin-4-yl)methanesulfonamide